silicon germanium tin aluminum [Al].[Sn].[Ge].[Si]